(2R)-1-(3-(2-(2,6-Dimethylpyridin-4-yl)-3-isopropyl-1H-indol-5-yl)piperidin-1-yl)-2-(methylamino)propan-1-on CC1=NC(=CC(=C1)C=1NC2=CC=C(C=C2C1C(C)C)C1CN(CCC1)C([C@@H](C)NC)=O)C